4-(N-(3-chlorophenyl)methanesulfonamido)butyric acid ClC=1C=C(C=CC1)N(S(=O)(=O)C)CCCC(=O)O